ClC=1C=C(OCCN(C)C)C=CC1C=1N(C2=NC=NC(=C2N1)OC1(CC1)C)CC=1SC(=CN1)C 2-(3-chloro-4-(6-(1-methylcyclopropoxy)-9-((5-methylthiazol-2-yl)methyl)-9H-purin-8-yl)phenoxy)-N,N-dimethylethan-1-amine